OC=1C=CC2=C(C=CS2(=O)=O)C1 5-hydroxy-1λ6-benzothiophene-1,1-dione